4-[(1R,3S,4R,5S)-5-{[5-cyclopropyl-3-(2,6-dichlorophenyl)-1,2-oxazol-4-yl]methoxy}-3-methyl-2-azabicyclo[2.2.1]heptan-2-yl]-3-fluorobenzoic acid C1(CC1)C1=C(C(=NO1)C1=C(C=CC=C1Cl)Cl)CO[C@@H]1[C@H]2[C@@H](N([C@@H](C1)C2)C2=C(C=C(C(=O)O)C=C2)F)C